FC(OC1CCC(CC1)NC(=O)NCC1=CC(=NC=C1)OC(F)F)F 1-[(1r,4r)-4-(difluoro-methoxy)cyclohexyl]-3-[[2-(difluoro-methoxy)pyridin-4-yl]methyl]urea